(6-(4-(aminomethyl)-4-methylpiperidin-1-yl)-1H-pyrazolo[3,4-b]pyrazin-3-yl)(phenyl)methanone NCC1(CCN(CC1)C1=CN=C2C(=N1)NN=C2C(=O)C2=CC=CC=C2)C